tert-Butyl (S)-4-(7-(8-ethynylnaphthalen-1-yl)-8-fluoro-2-(((2R,7aS)-2-fluorotetrahydro-1H-pyrrolizin-7a(5H)-yl)methoxy)pyrido[4,3-d]pyrimidin-4-yl)-3-methylpiperazine-1-carboxylate C(#C)C=1C=CC=C2C=CC=C(C12)C1=C(C=2N=C(N=C(C2C=N1)N1[C@H](CN(CC1)C(=O)OC(C)(C)C)C)OC[C@]12CCCN2C[C@@H](C1)F)F